ICC([C@H]([C@@H](C)O[C@@H](C(F)(F)F)C)NC(OC(C)(C)C)=O)=O tert-Butyl ((3S,4R)-1-iodo-2-oxo-4-(((R)-1,1,1-trifluoropropan-2-yl)oxy)pentan-3-yl)carbamate